CC1OC2=C(NC1=O)C=CC=C2C=2C1=C(C(N(C2)C)=O)NC=C1 2-methyl-8-(6-methyl-7-oxo-6,7-dihydro-1H-pyrrolo[2,3-c]pyridin-4-yl)-2H-1,4-benzoxazin-3(4H)-one